C[C@@H](CC(=O)OCC)C=O (S)-ethyl 3-methyl-4-oxobutanoate